N1N=CC(=C1)C=1C=C(C=C(C1)C=1SC=CC1)C(C)NC(=O)C=1C=C(C=CC1C)NC(=O)[C@@H]1NCCCC1 (2R)-N-(3-((1-(3-(1H-pyrazol-4-yl)-5-(thiophen-2-yl)phenyl)ethyl)carbamoyl)-4-methylphenyl)piperidine-2-carboxamide